7-bromo-2-butyl-1H-imidazo[4,5-c]quinolin-1-ol BrC=1C=CC=2C3=C(C=NC2C1)N=C(N3O)CCCC